2-cinnamoyl-1-(4-fluorophenyl)-3-phenylpropane C(C=CC1=CC=CC=C1)(=O)C(CC1=CC=C(C=C1)F)CC1=CC=CC=C1